ethyl (S,E)-4-((S)-2-amino-N,3,3-trimethylbutanamido)-2,5-dimethylhex-2-enoate N[C@H](C(=O)N(C)[C@H](/C=C(/C(=O)OCC)\C)C(C)C)C(C)(C)C